2,2-dichloro-1-(4-phenoxyphenyl)ethanone ClC(C(=O)C1=CC=C(C=C1)OC1=CC=CC=C1)Cl